C(C)(C)(C)OC(=O)N1CCC(CC1)N1C([C@H]([C@@H](C1)C)O)=O (3S,4R)-4-(3-hydroxy-4-methyl-2-oxopyrrolidin-1-yl)piperidine-1-carboxylic acid tert-butyl ester